(S)-5-fluoro-2-(fluoromethyl)-1-((R)-5-(pyridin-2-yl)-2,3-dihydro-1H-indene-2-carbonyl)indoline-6-sulfonamide FC=1C=C2C[C@H](N(C2=CC1S(=O)(=O)N)C(=O)[C@@H]1CC2=CC=C(C=C2C1)C1=NC=CC=C1)CF